FC1=C(C(=CC(=C1)OC)F)C1=C(C(N(N1C)C1=CC(=CC(=C1)C(C)(C)O)F)=O)NC(C1=CC=C(C=C1)OC(F)F)=O N-[5-(2,6-difluoro-4-methoxyphenyl)-2-[3-fluoro-5-(2-hydroxypropan-2-yl)phenyl]-1-methyl-3-oxo-2,3-dihydro-1H-pyrazol-4-yl]-4-(difluoromethoxy)benzamide